FC1=C(OC2CCN(CC2)C=2N=C3C(=NC2C=2C=NNC2F)CN(CC3)C(C)=O)C=CC(=C1)F 1-(2-(4-(2,4-difluorophenoxy)piperidin-1-yl)-3-(5-fluoro-1H-pyrazol-4-yl)-7,8-dihydropyrido[3,4-b]pyrazin-6(5H)-yl)ethanone